N1C(=NC2=C1C=CC=C2)COC2=C1C(C(N=C1C1=C(C2=O)C=CC=C1)=O)(C)C 4-(1H-1,3-benzodiazol-2-ylmethoxy)-3,3-dimethyl-2H,3H,5H-benzo[g]indole-2,5-dione